diindoline C(C[In])C=[In]